COC=1C=C2C(=C(NC2=CC1)C)NN 2-(5-methoxy-2-methyl-1H-indol-3-yl)-hydrazine